isocyanato-N,N-dimethylaniline N(=C=O)C1=C(N(C)C)C=CC=C1